(3S)-3-Pyrimidin-5-ylisoxazolidine HCl Cl.N1=CN=CC(=C1)[C@H]1NOCC1